ethyl 6-bromo-1-(4-fluorophenylmethyl)-4-methyl-2-oxo-1,2-dihydro-1,8-naphthyridine-3-carboxylate BrC=1C=C2C(=C(C(N(C2=NC1)CC1=CC=C(C=C1)F)=O)C(=O)OCC)C